N-heptyl-N-methyl-Acetamide C(CCCCCC)N(C(C)=O)C